2-hydroxy-4-(4-acryloyloxy-butoxy)benzophenone OC1=C(C(=O)C2=CC=CC=C2)C=CC(=C1)OCCCCOC(C=C)=O